di((Z)-dec-4-en-1-yl) 4,4'-((3-((4-aminophenethyl)(4-((Z)-dec-4-en-1-yloxy)-4-oxobutyl)amino)propyl)azanediyl)dibutanoate NC1=CC=C(CCN(CCCN(CCCC(=O)OCCC\C=C/CCCCC)CCCC(=O)OCCC\C=C/CCCCC)CCCC(=O)OCCC\C=C/CCCCC)C=C1